2-ethyl-1H-imidazole C(C)C=1NC=CN1